COCC(=O)NC1=CC=C(C=N1)OC1CN(C1)C=1C=C(C(=O)NC=2C=NC=C(C2)C(F)(F)F)C=CC1C 3-(3-((6-(2-methoxyacetamido)pyridin-3-yl)oxy)azetidin-1-yl)-4-methyl-N-(5-(trifluoromethyl)pyridin-3-yl)benzamide